C(C)(C)(C)OC(=O)N1C[C@@H](CC1)N(C(=O)OC(C)(C)C)C=1N=CC2=C(N=C(C=C2C1)Cl)N |r| (±)-3-[(8-amino-6-chloro-2,7-naphthyridin-3-yl)-tert-butyloxycarbonyl-amino]Pyrrolidine-1-carboxylic acid tert-butyl ester